COC(=O)C=1C(=CC(=C(C(=O)O)C1)C)C 5-(methoxycarbonyl)-2,4-dimethylbenzoic acid